N-((1S,2R)-2-aminocyclopentyl)acrylamide N[C@H]1[C@H](CCC1)NC(C=C)=O